ClC1=C2C(N3C(=NC2=CC(=C1)Cl)C(C1=CC(=CC=C13)C(=O)NCCNC(OC(C)(C)C)=O)=O)=O tert-butyl (2-(1,3-dichloro-6,12-dioxo-6,12-dihydroindolo[2,1-b]quinazoline-8-carboxamido)ethyl)carbamate